FC1=CC=C(C=C1)S(=O)(=O)N1CC2=C(C1)CN(C2)C(=O)NCC2=CC(=CC=C2)OC 5-(4-Fluorobenzenesulfonyl)-N-[(3-methoxyphenyl)methyl]-1H,2H,3H,4H,5H,6H-pyrrolo[3,4-c]pyrrole-2-carboxamide